Cl.COC([C@@H](N)CC1=CC=C(C=C1)C(C)=O)=O p-acetyl-phenylalanine methyl ester hydrochloride